COC1=CC=C(C=C1)NC(C)=O N-(4-methoxyphenyl)-acetamide